(2R,5R)-2-(Benzyloxy)-5-{(1R,3aR,4S,7aR)-4-[(tert-butyldimethylsilyl)oxy]-7a-methyloctahydro-1H-inden-1-yl}hexan C(C1=CC=CC=C1)O[C@H](C)CC[C@@H](C)[C@H]1CC[C@H]2[C@H](CCC[C@]12C)O[Si](C)(C)C(C)(C)C